3-(2-amino-[1,2,4]triazolo[1,5-a]pyridin-7-yl)-N-(4-(4-fluorophenyl)-1-fluoro-4-hydroxybutan-2-yl)-2-fluoro-6-methylbenzamide NC1=NN2C(C=C(C=C2)C=2C(=C(C(=O)NC(CF)CC(O)C3=CC=C(C=C3)F)C(=CC2)C)F)=N1